C(C[C@@H](C(=O)O)N)SSCC[C@@H](C(=O)O)N homoCystine